O=C1N(C(C2=CC=CC=C12)=O)C[C@@H]1[C@@H](N(C[C@@H](C1=O)C)C(=O)OCC1=CC=CC=C1)C benzyl (2s,3r,5s)-3-[(1,3-dioxoisoindolin-2-yl) methyl]-2,5-dimethyl-4-oxo-piperidine-1-carboxylate